methyl 4-chloro-5-fluoro-1H-indole-2-carboxylate ClC1=C2C=C(NC2=CC=C1F)C(=O)OC